COC(=O)C1CCC=2[N+](C1)=NOC2[O-] 6-(methoxycarbonyl)-4,5,6,7-tetrahydro-[1,2,3]oxadiazolo[3,4-a]pyridin-8-ium-3-olate